6-Azidohexylcarbonylimidazole N(=[N+]=[N-])CCCCCCC(=O)C=1NC=CN1